1-(5-amino-2-pyridyl)-3-(trifluoromethyl)pyrazol NC=1C=CC(=NC1)N1N=C(C=C1)C(F)(F)F